O=C1NC(CCC1N1C(C2=CC=CC(=C2C1=O)OCCCCCCCC(=O)OCC1=CC=CC=C1)=O)=O benzyl 8-[2-(2,6-dioxo-3-piperidyl)-1,3-dioxo-isoindolin-4-yl]oxyoctanoate